CN1C2CCCC1CC(C2)N endo-9-methyl-9-azabicyclo[3.3.1]nonan-3-amine